5-(4-hydroxymethyl-phenyl)-1,3-dimethyl-1H-pyridin-2-one OCC1=CC=C(C=C1)C=1C=C(C(N(C1)C)=O)C